CCCCCC=CCCCCCC tridec-6-ene